(3s,4r)-4-((5-chloro-4-(8-fluoro-3-(2-hydroxypropan-2-yl)quinolin-6-yl)pyrimidin-2-yl)amino)tetrahydro-2H-pyran-3-ol ClC=1C(=NC(=NC1)N[C@H]1[C@@H](COCC1)O)C=1C=C2C=C(C=NC2=C(C1)F)C(C)(C)O